6-(4-Isopropylphenyl)-3-azabicyclo[4.1.0]heptane C(C)(C)C1=CC=C(C=C1)C12CCNCC2C1